6-chloro-N-(5-fluoro-2-(methoxy-d3)-4-(trifluoromethyl)phenyl)pyrazolo[1,5-a]pyridine-3-sulfonamide ClC=1C=CC=2N(C1)N=CC2S(=O)(=O)NC2=C(C=C(C(=C2)F)C(F)(F)F)OC([2H])([2H])[2H]